2-(3,5-difluorophenyl)-N-(1,1-dioxidobenzo[b]thiophen-6-yl)acrylamide FC=1C=C(C=C(C1)F)C(C(=O)NC=1C=CC2=C(S(C=C2)(=O)=O)C1)=C